ClC1=NC(=CC=C1C1=C(C2=C(CCC1)C=C(C=C2)O)C2=CC=C(C=C2)O[C@@H]2CN(CC2)CCCF)C(F)(F)F 6-[2-chloro-6-(trifluoro-methyl)-3-pyridyl]-5-[4-[(3S)-1-(3-fluoropropyl)pyrrolidin-3-yl]oxyphenyl]-8,9-dihydro-7H-benzo[7]annulen-2-ol